F[C@H]1[C@@H](CN(CC1)C1=NC2=C(N1CC1=NC=C(C=N1)OC)C=CC=C2)N (3R,4R)-4-Fluoro-1-(1-((5-methoxypyrimidin-2-yl)methyl)-1H-benzo[d]imidazol-2-yl)piperidin-3-amin